1-(2-(methylsulfonyl)-6-(thiophen-2-yl)pyrimidin-4-yl)pyridine-2(1H)-one CS(=O)(=O)C1=NC(=CC(=N1)N1C(C=CC=C1)=O)C=1SC=CC1